tert-butyl [2-(5-acetyl-3-bromo-1H-pyrazol-1-yl)ethyl]carbamate C(C)(=O)C1=CC(=NN1CCNC(OC(C)(C)C)=O)Br